C(C1=CC=CC=C1)(=O)O.N1=CC=CC(=C1)[C@@H]1N(C)CCC1 |r| racemic-nicotine benzoate